Cl.Cl.CN([C@H](CN)CC1=CC=CC=C1)C (S)-N2,N2-dimethyl-3-phenylpropane-1,2-diamine dihydrochloride